N(=[N+]=[N-])[C@H]1C([C@H](N(C1)C(=O)OC(C)(C)C)COCC1=CC=CC=C1)(F)F |r| rac-tert-butyl (2R,4R)-4-azido-2-[(benzyloxy)methyl]-3,3-difluoropyrrolidine-1-carboxylate